5-[4-{[(1-methyl-1H-pyrazol-5-yl)methyl]amino}-3-(trifluoromethyl)phenyl]-3,6-dihydro-2H-1,3,4-oxadiazin-2-one CN1N=CC=C1CNC1=C(C=C(C=C1)C1=NNC(OC1)=O)C(F)(F)F